2-hydroxy-O-phenylphenol OC1=C(C=CC=C1)OC1=CC=CC=C1